6-chloro-5-{4-[3-(8-fluoro-1-oxo-2H-isoquinolin-3-yl)pyrrolidin-1-yl]piperidin-1-yl}-N-methylpyridine-2-carboxamide ClC1=C(C=CC(=N1)C(=O)NC)N1CCC(CC1)N1CC(CC1)C=1NC(C2=C(C=CC=C2C1)F)=O